Cl.NCC(=O)C1=CC(=C(C=C1)OC1CCCC1)C#N 2-amino-1-(3-cyano-4-cyclopentyloxy-phenyl)ethanone hydrochloride